N-(2,2-Dimethyl-6-(4-(2-morpholino-2-oxoethyl)piperazin-1-yl)-2,3-dihydrobenzofuran-5-yl)pyrazolo[1,5-a]pyrimidine-3-carboxamide CC1(OC2=C(C1)C=C(C(=C2)N2CCN(CC2)CC(=O)N2CCOCC2)NC(=O)C=2C=NN1C2N=CC=C1)C